3-(4-(7-(3-([1,1'-Biphenyl]-2-ylethynyl)-1H-indazole-5-carbonyl)-2,7-diazaspiro[3.5]nonane-2-carbonyl)phenyl)-N-methylpropanamide C1(=C(C=CC=C1)C#CC1=NNC2=CC=C(C=C12)C(=O)N1CCC2(CN(C2)C(=O)C2=CC=C(C=C2)CCC(=O)NC)CC1)C1=CC=CC=C1